(S)-2-(1-(4-amino-3-(2,3-difluoro-4-methoxyphenyl)-1H-pyrazolo[3,4-d]pyrimidin-1-yl)ethyl)-5-chloro-3-phenylquinazoline-4(3H)-one NC1=C2C(=NC=N1)N(N=C2C2=C(C(=C(C=C2)OC)F)F)[C@@H](C)C2=NC1=CC=CC(=C1C(N2C2=CC=CC=C2)=O)Cl